(2-hydroxypropyl)-diethyl-monomethyl-amine bromide [Br-].OC(CCN(CC)CC)C